CC([C@@H](C(N[C@H](C(NC1=CC=C(C=2C(CCCC12)=O)NC(C(F)(F)F)=O)=O)C)=O)NC(OCC=C)=O)C Allyl ((S)-3-methyl-1-oxo-1-(((S)-1-oxo-1-((5-oxo-4-(2,2,2-trifluoroacetamido)-5,6,7,8-tetrahydronaphthalen-1-yl)amino)propan-2-yl)amino)butan-2-yl)carbamate